2-[1,3-Dioxo-5-(1H-[1,2,3]triazol-4-yl)-1,3-dihydroisoindol-2-yl]-5-pyrazin-2-yl-benzoic acid O=C1N(C(C2=CC(=CC=C12)C=1N=NNC1)=O)C1=C(C(=O)O)C=C(C=C1)C1=NC=CN=C1